1-(4-((1-cyclobutylpiperidin-4-yl)oxy)phenyl)-3-(2-(4,4-difluoropiperidin-1-yl)ethyl)urea C1(CCC1)N1CCC(CC1)OC1=CC=C(C=C1)NC(=O)NCCN1CCC(CC1)(F)F